FC=1C2=C(C=C3C(=C(C(=NC13)C1=C(C=C(C(=O)O)C=C1)OC)C(C)C)C1=CC=C(C=C1)F)C=NN2 4-[9-fluoro-5-(4-fluorophenyl)-6-isopropyl-1H-pyrazolo[4,3-g]quinolin-7-yl]-3-methoxy-benzoic acid